FC1=CC=C(C=C1)C1=CN=C(S1)NC1=CC2=C(C=N1)N=CN2CCNC(=O)[C@H]2N(C[C@@H](C2)O)C(C=C)=O (2S,4R)-N-[2-[6-[[5-(4-fluorophenyl)thiazol-2-yl]amino]imidazo[4,5-c]pyridin-1-yl]ethyl]-4-hydroxy-1-prop-2-enoylpyrrolidine-2-carboxamide